ClC=1C(=CC=C2N=CC(=NC12)C1=CC(=NO1)CC1CCN(CC1)C)OC1=CC2=C(N=C(N2)C)C=C1 5-[8-chloro-7-[(2-methyl-3H-benzimidazol-5-yl)oxy]quinoxalin-2-yl]-3-[(1-methyl-4-piperidinyl)methyl]isoxazole